BrCC(=O)C=1C=CC(=C(CO)C1)O 5-(2-Bromoacetyl)-2-hydroxybenzyl alcohol